3-[(1S)-1-(acetamido)-2-ethylbutyl]-4-carbamimidoyl-2-hydroxycyclopentanecarboxylic acid C(C)(=O)N[C@@H](C(CC)CC)C1C(C(CC1C(N)=N)C(=O)O)O